ClC=1C=C(O[C@@H](C(=O)OC)C)C=C(C1)C=O methyl (R)-2-(3-chloro-5-formylphenoxy)propanoate